CC=1C(=C(C=2CC3=CC=CC=C3C2C1)N(C=1C2(C3=CC4=CC=CC=C4C3=CC1)C=CC=C1C3=CC=CC=C3C=C12)C1=C(C(=CC=2C3=CC=CC=C3CC12)C1=CC=CC=C1)C1=CC=CC=C1)C1=CC=CC=C1 (methylphenylfluorenyl)(diphenyl-fluorenyl)(spirobifluorenyl)amine